4-(1-carboxy-4-diethylamino-1-methylbutylamino)quinoline C(=O)(O)C(CCCN(CC)CC)(C)NC1=CC=NC2=CC=CC=C12